4-((3-chlorobenzyl)amino)-6-(3,5-dimethylisoxazol-4-yl)quinazoline-2-carboxamide ClC=1C=C(CNC2=NC(=NC3=CC=C(C=C23)C=2C(=NOC2C)C)C(=O)N)C=CC1